(4S,5S)-2-amino-5-((S)-5H-imidazo[5,1-a]isoindol-5-yl)-4,5,6,7-tetrahydropyrazolo[1,5-a]pyridin-4-ol NC1=NN2C([C@H]([C@@H](CC2)[C@@H]2N3C(C4=CC=CC=C24)=CN=C3)O)=C1